NC1=NC=CC=C1C1=NC=2C(=NC(=CC2)N2CC(NCCC2)=O)N1C1=CC=C(CN2CCN(CC2)C2=NC(=NC=C2)C#N)C=C1 4-(4-(4-(2-(2-aminopyridin-3-yl)-5-(3-oxo-1,4-diazepan-1-yl)-3H-imidazo[4,5-b]pyridin-3-yl)benzyl)piperazin-1-yl)pyrimidine-2-carbonitrile